C(C1=CC(=CC(=C1N)C)CC)C1=CC(=CC(=C1N)C)CC 6,6'-methylenebis(4-ethyl-2-methylaniline)